N-(2,4-Dimethoxybenzyl)methanamine COC1=C(CNC)C=CC(=C1)OC